C1CCC2=C(C=3CCCC3C=C12)NC(=O)NS(=O)(=O)C=1C=NN2C1OC[C@H](C2)NC (S)-N-((1,2,3,5,6,7-hexahydro-s-indacen-4-yl)carbamoyl)-6-(methylamino)-6,7-dihydro-5H-pyrazolo[5,1-b][1,3]oxazine-3-sulfonamide